C(C=C)(=O)N1C[C@@H](CC1)COC=1C(=NC=NC1N)C=1C(=C(C=C(C1)F)N1C(C=2N(CC1)C1=C(C2)CC(C1)(C)C)=O)C (R)-2-(3-(5-((1-acryloylpyrrolidin-3-yl)methoxy)-6-aminopyrimidin-4-yl)-5-fluoro-2-methylphenyl)-7,7-dimethyl-3,4,7,8-tetrahydro-2H-cyclopenta[4,5]pyrrolo[1,2-a]pyrazin-1(6H)-one